N-(6-{[6-(5-chloro-2-fluorophenyl)-3-{methyl[(3-methyl-2-oxooxolan-3-yl)methyl]amino}pyridazin-4-yl]amino}pyrimidin-4-yl)-3-(3,5-dimethylpiperazin-1-yl)propanamide ClC=1C=CC(=C(C1)C1=CC(=C(N=N1)N(CC1(C(OCC1)=O)C)C)NC1=CC(=NC=N1)NC(CCN1CC(NC(C1)C)C)=O)F